CC1=CC(=NN1)NC=1C2=C(N=C(N1)NC1CC3CCC(C1)N3C(=O)OC(C)(C)C)SC=C2 Tert-butyl (3-exo)-3-((4-((5-methyl-1H-pyrazol-3-yl) amino) thieno[2,3-d]pyrimidin-2-yl) amino)-8-azabicyclo[3.2.1]octane-8-carboxylate